N-phenyl-3-(1-(tetrahydro-2H-pyran-2-yl)-1H-pyrazol-4-yl)quinoxalin-6-amine C1(=CC=CC=C1)NC=1C=C2N=C(C=NC2=CC1)C=1C=NN(C1)C1OCCCC1